1-chloro-1H-benzo[d][1,2,3]Triazole ClN1N=NC2=C1C=CC=C2